FC(C=1N=C(OC1)CN1CC2(CN(C2)C(=O)N2CC3(C2)CC(C3)N3N=C(N=C3)C(F)(F)F)C1)(F)F [6-[[4-(trifluoromethyl)oxazol-2-yl]methyl]-2,6-diazaspiro[3.3]heptan-2-yl]-[6-[3-(trifluoromethyl)-1,2,4-triazol-1-yl]-2-azaspiro[3.3]heptan-2-yl]methanone